(R)-N-(2-hydroxy-1-phenylethyl)-2-(4-(trifluoromethyl)phenyl)quinoline-7-carboxamide OC[C@@H](C1=CC=CC=C1)NC(=O)C1=CC=C2C=CC(=NC2=C1)C1=CC=C(C=C1)C(F)(F)F